C(C1=CC=CC=C1)(=O)NC=1C=C(C=CC1)NC(=O)N1CCN(CC1)C1=NC=CC=N1 N-(3-benzoylaminophenyl)-4-(pyrimidin-2-yl)piperazine-1-carboxamide